2-(4-(6-((5-((2-chloro-6-methylphenyl)carbamoyl)thiazol-2-yl)amino)-2-methylpyrimidin-4-yl)piperazin-1-yl)ethyl(4-(nitrooxy)butyl)succinate ClC1=C(C(=CC=C1)C)NC(=O)C1=CN=C(S1)NC1=CC(=NC(=N1)C)N1CCN(CC1)CCC(C(=O)[O-])(CC(=O)[O-])CCCCO[N+](=O)[O-]